4-bromo-1-(2-trimethylsilylethoxymethyl)-6H-pyrrolo[2,3-c]pyridin-7-one BrC=1C2=C(C(NC1)=O)N(C=C2)COCC[Si](C)(C)C